C(C)(C)(C)OC(=O)N[C@H](CC(NCC)=O)C(=O)OCC1=CC=CC=C1 benzyl N2-(tert-butoxycarbonyl)-N4-ethyl-D-asparaginate